C(CCCC[C@@H]1SC[C@@H]2NC(=O)N[C@H]12)(=O)C(C(O)=O)CCC[C@@H]1SC[C@@H]2NC(=O)N[C@H]12 biotinyl-biotin